2-hydroxy-benzoic acid (3Z)-3-hexenyl ester C(C\C=C/CC)OC(C1=C(C=CC=C1)O)=O